3H-thiophene S1CCC=C1